azidomethyl-penicillanic acid benzhydryl ester C(C1=CC=CC=C1)(C1=CC=CC=C1)OC([C@H]1C(S[C@H]2N1C(C2)=O)(CCN=[N+]=[N-])C)=O